(hydroxymethyl)-2-(prop-1-yn-1-yl)tetrahydrofuran OCC1(OCCC1)C#CC